N1(CCCCC1)C1CCN(CC1)C1=NC=C(C=C1NS(=O)(=O)C1=C(C=CC=C1)F)C1=CC=2C3=C(C=NC2C=C1)N(C(C31CCC1)=O)C N-(2-([1,4'-bipiperidin]-1'-yl)-5-(3'-methyl-2'-oxo-2',3'-dihydrospiro[cyclobutane-1,1'-pyrrolo[2,3-c]quinolin]-8'-yl)pyridin-3-yl)-2-fluorobenzenesulfonamide